[Si](C)(C)(C(C)(C)C)OCCC1=NC(=NC=C1)Cl ((tert-Butyldimethylsilanyloxy)ethyl)-2-chloropyrimidine